4-([1,4'-bipiperidin]-1'-yl)-3-((4-(heptyloxy)phenyl)sulfonyl)-6-(methylsulfinyl)quinoline N1(CCCCC1)C1CCN(CC1)C1=C(C=NC2=CC=C(C=C12)S(=O)C)S(=O)(=O)C1=CC=C(C=C1)OCCCCCCC